N-(2-(4,4-difluorocyclohexyl)-4-(2,5-difluorophenyl)pyridin-3-yl)-6-isopropoxynicotinamide FC1(CCC(CC1)C1=NC=CC(=C1NC(C1=CN=C(C=C1)OC(C)C)=O)C1=C(C=CC(=C1)F)F)F